CC=1N(C2=CC=CC=C2C1)CCN 2-(2-methyl-1H-indol-1-yl)ethan-1-amine